(E)-3-(3-cyclobutyl-1,2,4-oxadiazol-5-yl)acrylic acid C1(CCC1)C1=NOC(=N1)/C=C/C(=O)O